N-(4-Cyclopropylbutyl)-2-methoxy-4-(tetrahydrofuran-3-yl)-1H-imidazole-1-carboxamide C1(CC1)CCCCNC(=O)N1C(=NC(=C1)C1COCC1)OC